butyl (2S)-2-(hydroxymethyl)pyrrolidine-1-carboxylate OC[C@H]1N(CCC1)C(=O)OCCCC